6-bromo-4-(1-hydroxyethyl)-3,4-dihydroisoquinolin-1(2H)-one BrC=1C=C2C(CNC(C2=CC1)=O)C(C)O